6-methylimidazo[1,2-a]pyridine CC=1C=CC=2N(C1)C=CN2